FC(OC1=C(C=C(C=C1)SC)C1=NN(C=C1NC(=O)C=1C=NN2C1N=CC=C2)CC(N2CCC(CC2)N2CCS(CC2)=O)=O)F N-[3-[2-(difluoromethoxy)-5-methylsulfanyl-phenyl]-1-[2-oxo-2-[4-(1-oxo-1,4-thiazinan-4-yl)-1-piperidyl]ethyl]pyrazol-4-yl]pyrazolo[1,5-a]pyrimidine-3-carboxamide